C(CC(O)(C(=O)[O-])CC(=O)[O-])(=O)[O-].C(CC(O)(C(=O)[O-])CC(=O)[O-])(=O)[O-].[Mg+2].[Mg+2].[Mg+2].CC=1N=C2C(=NC(=NC2=NC1C)C1CC(OCC1)C1=CC(=NC=C1)C)SC 6,7-dimethyl-2-[2-(2-methyl-4-pyridinyl)tetrahydropyran-4-yl]-4-methylsulfanyl-pteridine Tri-Magnesium dicitrat